C=C(C(=O)OCC)C[C@@H](C(=O)OCC)OC(=O)C12OC(C(CC1)(C2(C)C)C)=O diethyl (4S)-methylene-4-((4,7,7-trimethyl-3-oxo-2-oxabicyclo[2.2.1]heptane-1-carbonyl)oxy)pentanedioate